2-((3,5-dicyano-6-(4-((2,2-difluoroethyl)amino)-4-methylpiperidin-1-yl)-4-ethylpyridin-2-yl)thio)-2-phenylacetamide C(#N)C=1C(=NC(=C(C1CC)C#N)N1CCC(CC1)(C)NCC(F)F)SC(C(=O)N)C1=CC=CC=C1